1-(5-(2-((tert-butyldimethylsilyl)oxy)ethoxy)-2-fluorophenyl)-piperazine [Si](C)(C)(C(C)(C)C)OCCOC=1C=CC(=C(C1)N1CCNCC1)F